ClC=1C=CC(=C(C1)C1=NN(C=C1NC(=O)C=1C=NN2C1N=CC=C2)CC(NC2CCOCC2)=O)OC N-(3-(5-chloro-2-methoxyphenyl)-1-(2-oxo-2-(tetrahydro-2H-pyran-4-ylamino)ethyl)-1H-pyrazol-4-yl)pyrazolo[1,5-a]pyrimidine-3-carboxamide